C(C)(=O)N1CCC(CC1)(OC)C1=CC=2C(=C(N=NC2N[C@H](C)C=2C(=C(C#N)C=CC2)C)C)C=N1 (R)-3-(1-((7-(1-acetyl-4-methoxypiperidin-4-yl)-4-methylpyrido[3,4-d]pyridazin-1-yl)amino)ethyl)-2-methylbenzonitrile